pentafluorophenyl 3-(2,4-dioxotetrahydropyrimidin-1(2H)-yl)-4-fluorobenzoate O=C1N(CCC(N1)=O)C=1C=C(C(=O)OC2=C(C(=C(C(=C2F)F)F)F)F)C=CC1F